ClC=1C=C2C(=NC(=NC2=C(C1C1=CC=CC2=C1N=C(S2)N)F)N2CC(C2)N(C)C)N2CCNCC2 4-(6-chloro-2-(3-(dimethylamino)azetidin-1-yl)-8-fluoro-4-(piperazin-1-yl)quinazolin-7-yl)benzo[d]thiazol-2-amine